C(C)(C)(C)OC(=O)N(C1=NC=CC(=N1)C=1C2=C(C(=NC1)NCC=1C(=C(C(=O)OC)C=CC1)F)CCO2)C(=O)OC(C)(C)C Methyl 3-(((7-(2-(bis(tert-butoxycarbonyl)amino)pyrimidin-4-yl)-2,3-dihydrofuro[3,2-c]pyridin-4-yl)amino)methyl)-2-fluorobenzoate